C(C1=CC=CC=C1)OC=1C=C(N(CCCCO[Si](C2=CC=CC=C2)(C2=CC=CC=C2)C(C)(C)C)CCCC)C=CC1 3-Benzyloxy-N-butyl-N-[4-[(tert-butyldiphenylsilyl)oxy]butyl]aniline